COC(C(C)N1C=NC=2N(C(N(C(C12)=O)CCOC(=O)C=1C=NC=CC1)=O)C)=O 3-((2-(7-(1-methoxy-1-oxopropan-2-yl)-3-methyl-2,6-dioxo-2,3,6,7-tetrahydro-1H-purin-1-yl)ethoxy)carbonyl)pyridin